C(CCCCC(C)C)(=O)OCCCCCCCCCCCCCCCC cetyl isooctanate